C(C)C1=NC(=NC=C1)N1CCN(CC1)C 4-ethyl-2-(4-methylpiperazin-1-yl)pyrimidine